propionic acid 3-(2-(allyl (ethyl) amino) ethyl)-1H-indol-7-yl ester C(C=C)N(CCC1=CNC2=C(C=CC=C12)OC(CC)=O)CC